COCCOC1CC(CCC1)CC(=O)O (3-(2-methoxyethoxy)cyclohexyl)acetic acid